ClC1=C(C=NC(=C1)Cl)C(=O)NC[C@H](C(C)(C)O)F 4,6-dichloro-N-[(2R)-2-fluoro-3-hydroxy-3-methyl-butyl]Pyridine-3-carboxamide